(R)-3-(1-phenylallyl)-5,6,7,8-tetrahydroquinoline C1(=CC=CC=C1)[C@@H](C=C)C=1C=NC=2CCCCC2C1